dimethyl 8-(((benzyloxy)carbonyl)((1-methylpiperidin-4-yl)methyl)amino)pentadecanedioate C(C1=CC=CC=C1)OC(=O)N(C(CCCCCCC(=O)OC)CCCCCCC(=O)OC)CC1CCN(CC1)C